3-(2-Furanyl)-2-propenal O1C(=CC=C1)C=CC=O